4-((2-(1H-pyrazol-4-yl)ethyl)amino)-N-(1-(3-fluorophenyl)-2-methoxyethyl)-5,6-dimethylpyrimidine-2-carboxamide N1N=CC(=C1)CCNC1=NC(=NC(=C1C)C)C(=O)NC(COC)C1=CC(=CC=C1)F